C(#N)N(C1CCN(CC1)C(=O)OCC1=CC=CC=C1)CCC#N benzyl 4-[cyano(2-cyanoethyl)amino]piperidine-1-carboxylate